N1(CCC12CCC2)CCN 2-(1-azaspiro[3.3]heptan-1-yl)ethanamine